(1S,9S)-1-((R)-1-Acetamido-3-hydroxypropyl)-9-ethyl-5-fluoro-4-methyl-10,13-dioxo-2,3,9,10,13,15-hexahydro-1H,12H-benzo[de]pyrano[3',4':6,7]indolizino[1,2-b]quinolin-9-yl acetate C(C)(=O)O[C@@]1(C(OCC=2C(N3CC=4C(=NC=5C=C(C(=C6C5C4[C@H](CC6)[C@@H](CCO)NC(C)=O)C)F)C3=CC21)=O)=O)CC